IC(C)C(=O)OCC ethyl (1-iodoethyl)carboxylate